O(C1=CC=CC=C1)CC(=O)N1CC2N(C(C3=C(NC2=O)C=CC(=C3)C3=CC=CC=C3)=O)CC1 2-(2-Phenoxyacetyl)-8-phenyl-1,3,4,12a-tetrahydrobenzo[e]pyrazino[1,2-a][1,4]diazepine-6,12(2H,11H)-dione